diethyl D-tartrate C(=O)(OCC)[C@@H](O)[C@H](O)C(=O)OCC